4-Bromo-1-methyl-1H-indole-6-carboxylic acid methyl ester COC(=O)C1=CC(=C2C=CN(C2=C1)C)Br